[(2R,3S,4R,5R)-5-[2-chloro-4-(1-piperidyl)-pyrrolo[2,3-d]-pyrimidin-7-yl]-3,4-dihydroxy-tetrahydro-furan-2-yl]methoxy-methylphosphonic acid ClC=1N=C(C2=C(N1)N(C=C2)[C@H]2[C@@H]([C@@H]([C@H](O2)COCP(O)(O)=O)O)O)N2CCCCC2